3-(Trans-4-(2-(4-(benzo[b]thiophen-4-yl)piperazin-1-yl)ethyl)cyclohexyl)-1,1-bis(fluoromethyl)urea S1C2=C(C=C1)C(=CC=C2)N2CCN(CC2)CC[C@@H]2CC[C@H](CC2)NC(N(CF)CF)=O